rac-(4R,5R)-7-ethyl-4-(4-fluorophenyl)-6-oxo-1-(tetrahydrofuran-3-yl)-5-(3-(trifluoromethyl)benzamido)-4,5,6,7-tetrahydro-1H-pyrazolo[3,4-b]pyridine-3-carboxylic acid C(C)N1C2=C([C@H]([C@H](C1=O)NC(C1=CC(=CC=C1)C(F)(F)F)=O)C1=CC=C(C=C1)F)C(=NN2C2COCC2)C(=O)O |r|